1-(4Z,7Z,10Z,13Z,16Z,19Z-docosahexaenoyl)-2-dodecanoyl-glycero-3-phospho-(1'-sn-glycerol) CCCCCCCCCCCC(=O)O[C@H](COC(=O)CC/C=C\C/C=C\C/C=C\C/C=C\C/C=C\C/C=C\CC)COP(=O)(O)OC[C@H](CO)O